(8R,9S,13S,14S)-3-(ethynyl)-13-methyl-6,7,8,9,11,12,13,14,15,16-decahydrospiro[cyclopenta[a]phenanthrene-17,2'-[1,3]dioxolane] C(#C)C=1C=CC=2[C@H]3CC[C@]4([C@H]([C@@H]3CCC2C1)CCC41OCCO1)C